1,2,4-tri(2-cyanoethoxy)butane C(#N)CCOCC(CCOCCC#N)OCCC#N